C(C)OC(CCCCCCCO[SiH2]CCCSSSSCCC[SiH2]OCCCCCCCC(OCC)OCC)OCC bis[3-(diethoxyoctyloxysilyl) propyl] tetrasulfide